Cl.FC1=C(C=CC(=C1)F)C=1C(=NC(=NC1)NC1CC2CCC(C1)N2C)C N-(5-(2,4-difluorophenyl)-4-methyl-pyrimidin-2-yl)-8-methyl-8-azabicyclo[3.2.1]octan-3-amine, hydrochloride salt